2-acetylpyrrolidine-1-carboxylate C(C)(=O)C1N(CCC1)C(=O)[O-]